methyl 2-(6-chloropyrazin-2-yl)-2-fluorobutanoate ClC1=CN=CC(=N1)C(C(=O)OC)(CC)F